CC(C=C)(CCCC(CCCC(C)C)C)O 3,7,11-trimethyl-1-dodecen-3-ol